6-Oxo-L-lysine O=C(CCC[C@H](N)C(=O)O)N